2-(8-chlorodibenzo[b,d]thiophen-1-yl)pyridine ClC=1C=CC2=C(C3=C(S2)C=CC=C3C3=NC=CC=C3)C1